6,7-dihydro-5H-cyclopenta[b]pyridine-4-carboxamide N1=C2C(=C(C=C1)C(=O)N)CCC2